1-(1H-indol-6-yl)-3-(3-oxo-4-(4-((trifluoromethyl)thio)benzyl)-3,4-dihydro-2H-benzo[b][1,4]oxazin-7-yl)urea N1C=CC2=CC=C(C=C12)NC(=O)NC=1C=CC2=C(OCC(N2CC2=CC=C(C=C2)SC(F)(F)F)=O)C1